ClC1=C(C=CC(=C1)F)S(=O)(=O)C1CC2(CN(C2)C(=O)N2CC3(C2)CC(C3)C3=NN=C(N3)C3CC3)C1 [6-(2-chloro-4-fluoro-phenyl)sulfonyl-2-azaspiro[3.3]heptan-2-yl]-[6-(5-cyclopropyl-4H-1,2,4-triazol-3-yl)-2-azaspiro[3.3]heptan-2-yl]methanone